4-[4-cyano-3-hydroxy-7-(3-trifluoromethoxy-phenyl)-quinolin-2-yl]-4-oxo-butyric acid ethyl ester C(C)OC(CCC(=O)C1=NC2=CC(=CC=C2C(=C1O)C#N)C1=CC(=CC=C1)OC(F)(F)F)=O